[(3R)-5-fluoro-3,4-dihydro-3-(trifluoromethyl)-1(2H)-quinolinyl][2-methoxy-5-[3-(1-methylethyl)-1H-1,2,4-triazol-1-yl]phenyl]methanone FC1=C2C[C@H](CN(C2=CC=C1)C(=O)C1=C(C=CC(=C1)N1N=C(N=C1)C(C)C)OC)C(F)(F)F